C(C)(C)(C)OC(=O)N[C@@H](CC1=CC=C(C=C1)O)C(=O)O N-[(tertbutyloxy)carbonyl]-L-tyrosine